(S)-2-(4-((1-(4-fluorophenyl)pyrrolidin-2-yl)methoxy)-6-methoxybenzofuran-2-yl)-6-methylimidazo[1,2-a]pyridine FC1=CC=C(C=C1)N1[C@@H](CCC1)COC1=CC(=CC2=C1C=C(O2)C=2N=C1N(C=C(C=C1)C)C2)OC